2-Fluoro-5-(trifluoromethoxy)aniline FC1=C(N)C=C(C=C1)OC(F)(F)F